C(C)N(C1=CC(=CC=C1)Br)CC N,N-diethyl-m-bromoaniline